4-pyridin-2-yl-thiazol N1=C(C=CC=C1)C=1N=CSC1